BrC=1C(=CC=2N(C1)C(=CN2)C2=NC(=NC=C2C)Cl)C(F)(F)F 6-bromo-3-(2-chloro-5-methylpyrimidin-4-yl)-7-(trifluoromethyl)imidazo[1,2-a]Pyridine